SC1=NNC(=N1)CC 3-mercapto-5-ethyl-1,2,4-triazole